F[C@@H]1CN(CC1)C(=O)C1=CC=C(C=C1)B1OC(C(O1)(C)C)(C)C (S)-(3-fluoropyrrolidin-1-yl)(4-(4,4,5,5-Tetramethyl-1,3,2-dioxaborolan-2-yl)phenyl)methanone